C(C)OC(C(=O)C1=C2N(C=N1)CCC2)=O 2-(6,7-dihydro-5H-pyrrolo[1,2-c]imidazol-1-yl)-2-oxo-acetic acid ethyl ester